tert-butyl 4-[4-[3-(2-ethoxy-4,4-dimethyl-6-oxo-cyclohexen-1-yl)-4-methyl-phenyl]phenoxy]piperidine-1-carboxylate C(C)OC1=C(C(CC(C1)(C)C)=O)C=1C=C(C=CC1C)C1=CC=C(OC2CCN(CC2)C(=O)OC(C)(C)C)C=C1